6-methyl-N-((1s,3s)-3-(6-((3-(piperazin-1-yl)propyl)amino)-9H-purin-9-yl)cyclobutyl)picolinamide CC1=CC=CC(=N1)C(=O)NC1CC(C1)N1C2=NC=NC(=C2N=C1)NCCCN1CCNCC1